N,N-bis(stearoyl-oxyethyl)-N,N-dimethylammonium chloride [Cl-].C(CCCCCCCCCCCCCCCCC)(=O)OCC[N+](C)(C)CCOC(CCCCCCCCCCCCCCCCC)=O